CC(C)(COP(=O)(O)OP(=O)(O)OC[C@@H]1[C@H]([C@H]([C@@H](O1)N2C=NC3=C(N=CN=C32)N)O)OP(=O)(O)O)[C@H](C(=O)NCCC(=O)NCCSC(=O)CCO)O The molecule is a 3-hydroxy fatty acyl-CoA. It has a role as a mouse metabolite. It derives from a propionyl-CoA and a 3-hydroxypropionic acid. It is a conjugate acid of a 3-hydroxypropanoyl-CoA(4-).